C(C)(C)(C)OC(=O)N1CCC(CC1)C(=CC(=O)OC(C)C)B1OC(C(O1)(C)C)(C)C 4-[3-isopropoxy-3-oxo-1-(4,4,5,5-tetramethyl-1,3,2-dioxaborolan-2-yl)prop-1-en-1-yl]Piperidine-1-carboxylic acid tert-butyl ester